2-(2-(3-aminopyrrolidin-1-yl)-6-methylpyrimidin-4-yl)-4-(8-fluoroimidazo[1,2-a]pyridin-3-yl)-2,3-dihydro-1H-pyrrolo[3,4-c]pyridin-1-one NC1CN(CC1)C1=NC(=CC(=N1)N1CC=2C(=NC=CC2C1=O)C1=CN=C2N1C=CC=C2F)C